2-(3-chloro-2-fluorophenoxy)-N-{(2RS)-1-(2,4-dimethylphenyl)-3-[(1,3-dioxo-1,3-dihydro-2H-isoindol-2-yl)oxy]propan-2-yl}pyrrolo[1,2-b]pyridazine-3-carboxamide ClC=1C(=C(OC=2C(=CC=3N(N2)C=CC3)C(=O)N[C@H](CC3=C(C=C(C=C3)C)C)CON3C(C2=CC=CC=C2C3=O)=O)C=CC1)F |r|